Cl.Cl.C1N(CCC2=CC=CC=C12)C[C@H](CN1C(C2=CC=C(C=C2CC1)OC1CNCCC1)=O)O 2-[(2R)-3-(3,4-dihydro-1H-isoquinolin-2-yl)-2-hydroxypropyl]-6-(3-piperidinyloxy)-3,4-dihydroisoquinolin-1-one dihydrochloride